methyl-α-allylphenylacetic acid CC(C(=O)O)(CC=C)C1=CC=CC=C1